FC1(CC(C1)CC=1N(C(=CC1)C)C1=CC=C(C#N)C=C1)F 4-(2-((3,3-difluorocyclobutyl)methyl)-5-methyl-1H-pyrrol-1-yl)benzonitrile